ON1S(C=CC=C1)(=O)=O 2-hydroxythiazinedione